6-(1-acryloylpiperidin-4-yl)-2-(4-phenoxyphenyl)nicotinamide C(C=C)(=O)N1CCC(CC1)C1=NC(=C(C(=O)N)C=C1)C1=CC=C(C=C1)OC1=CC=CC=C1